[Li].[N] nitrogen lithium